3-(5-(1-((3-(6-methoxypyridin-2-yl)-4-oxo-3,4-dihydroquinazolin-6-yl)methyl)piperidin-4-yl)-1-oxoisoindolin-2-yl)piperidine-2,6-dione COC1=CC=CC(=N1)N1C=NC2=CC=C(C=C2C1=O)CN1CCC(CC1)C=1C=C2CN(C(C2=CC1)=O)C1C(NC(CC1)=O)=O